2'-(propan-2-yl)[1,1'-biphenyl] CC(C)C1=C(C=CC=C1)C1=CC=CC=C1